N1C(=CC2=CC=CC=C12)C(=O)N1CC=2N(CC1C)N=CC2C(=O)N(C)C2(CC2)COC 5-(1H-indole-2-carbonyl)-N-[1-(methoxymethyl)cyclopropyl]-N,6-dimethyl-4H,5H,6H,7H-pyrazolo[1,5-a]pyrazine-3-carboxamide